C(C)N1N=C(C(=C1)C1=CC=NC=C1)C1=CC=C(OCC2=NC3=CC=CC=C3C=C2)C=C1 2-[4-(1-ethyl-4-pyridin-4-yl-1H-pyrazol-3-yl)-phenoxymethyl]-quinoline